tert-butyl (1S,4S)-5-[4-[3-chloro-2-fluoro-4-(1-methylcyclopropoxy)anilino]pyrido[3,2-d]pyrimidin-6-yl]-2,5-diazabicyclo[2.2.1]heptane-2-carboxylate ClC=1C(=C(NC=2C3=C(N=CN2)C=CC(=N3)N3[C@@H]2CN([C@H](C3)C2)C(=O)OC(C)(C)C)C=CC1OC1(CC1)C)F